Cl.CC1=NC(=NC(=C1)C(F)(F)F)N1CCN(CC1)S(=O)(=O)C1=CC=C(C=C1)NC(=O)C=1C=C2C(=NC1)CNC2 N-[4-[4-[4-methyl-6-(trifluoromethyl)pyrimidin-2-yl]piperazin-1-yl]sulfonylphenyl]-6,7-dihydro-5H-pyrrolo[3,4-b]pyridine-3-carboxamide hydrochloride